ClC1=C(C=2N=C(N=C(C2C=N1)N1[C@@H]2[C@H]([C@@H]2COCC1)F)OC([2H])([2H])[C@]12CCCN2C[C@@H](C1)F)C (1S,7S,8S)-2-(7-chloro-2-(((2R,7aS)-2-fluorotetrahydro-1H-pyrrolizin-7a(5H)-yl)methoxy-d2)-8-methylpyrido[4,3-d]pyrimidin-4-yl)-8-fluoro-5-oxa-2-azabicyclo[5.1.0]octane